C(C1=CC=CC=C1)OC(=O)N1CCC(CC1)N(C1CC1)C(=O)OC(C)(C)C 4-((tert-Butoxycarbonyl)(cyclopropyl)amino)piperidine-1-carboxylic acid benzyl ester